2,4,6-trimethyl-benzoyl-ethoxy-phenyl-phosphine oxide CC1=C(C(=O)P(C2=CC=CC=C2)(OCC)=O)C(=CC(=C1)C)C